FC1=C2C(=CN=C1N1CC3(C1)CN(C3)C3CCOCC3)NC(=C2C(C)C)C=2C=C(C=3N(C2)N=CN3)OC 6-(4-fluoro-3-isopropyl-5-(6-(tetrahydro-2H-pyran-4-yl)-2,6-diazaspiro[3.3]hept-2-yl)-1H-pyrrolo[2,3-c]pyridin-2-yl)-8-methoxy-[1,2,4]triazolo[1,5-a]pyridine